2-(4-hydroxytetrahydro-2H-pyran-4-yl)-1-(pyrrolidin-1-yl)ethan-1-one OC1(CCOCC1)CC(=O)N1CCCC1